2-(Acetyloxy)benzoic acid C(C)(=O)OC1=C(C(=O)O)C=CC=C1